CN1C(N(C(=C(C1=O)[C@@H]1O[C@@H]([C@@H]([C@@H]([C@H]1O)O)O)CO)[O-])C)=O.[Na+] Sodium 1,3-dimethyl-2,6-dioxo-5-[(2s,3r,4r,5r,6r)-3,4,5-trihydroxy-6-(hydroxymethyl) tetrahydro-2H-pyran-2-yl]-1,2,3,6-tetrahydropyrimidin-4-olate